6-hydroxy-2,3-dihydro-1H-indenone OC1=CC=C2CCC(C2=C1)=O